C(#N)C1=NC(=NC=C1)N1C=C(C2=C1N=CN=C2N2[C@H](CN(CC2)C(=O)OC(C)(C)C)C)C2CC2 tert-Butyl (S)-4-(7-(4-cyanopyrimidin-2-yl)-5-cyclopropyl-7H-pyrrolo[2,3-d]pyrimidin-4-yl)-3-methylpiperazine-1-carboxylate